methacryloyloxyethyl-propyl-ammonium C(C(=C)C)(=O)OCC[NH2+]CCC